(S)-1-(3-(4-amino-6-((3,5-dimethoxyphenyl)ethynyl)imidazo[1,5-a][1,3,5]triazin-8-yl)pyrrolidin-1-yl)prop-2-en-1-one tert-butyl-((benzyloxy)carbonyl)-L-asparaginate C(C)(C)(C)N([C@@H](CC(N)=O)C(=O)O)C(=O)OCC1=CC=CC=C1.NC1=NC=NC=2N1C(=NC2[C@@H]2CN(CC2)C(C=C)=O)C#CC2=CC(=CC(=C2)OC)OC